C[C@H]1[C@H]([C@H]([C@@H]([C@@H](O1)O[C@@H]2[C@H]([C@H]([C@H](O[C@H]2O[C@@H]3[C@H](O[C@H]([C@@H]([C@H]3O)NC(=O)C)OC[C@@H]4[C@@H]([C@@H]([C@H](C(O4)O)NC(=O)C)O[C@H]5[C@@H]([C@H]([C@@H]([C@H](O5)CO)O[C@H]6[C@@H]([C@H]([C@H]([C@H](O6)CO)O)O[C@@H]7[C@@H]([C@H]([C@H]([C@H](O7)CO)O)O)NC(=O)C)O[C@H]8[C@H]([C@@H]([C@@H]([C@@H](O8)C)O)O)O)O)NC(=O)C)O)CO)CO)O)O[C@@H]9[C@@H]([C@H]([C@H]([C@H](O9)CO)O)O)NC(=O)C)O)O)O The molecule is an amino oligosaccharide that is an undecaasaccharide derivative in which two alpha-L-fucosyl-(1->2)-[N-acetyl-beta-D-galactosaminyl-(1->3)]-beta-D-galactosyl-(1->4)-N-acetyl-beta-D-glucosaminyl chains are linked (1->3) and (1->6) to D-galactose. It is an amino oligosaccharide, a glucosamine oligosaccharide and a galactosamine oligosaccharide.